1-(3-Chloropyridin-2-yl)-4-(2,3-dihydrobenzo[b][1,4]dioxin-6-yl)butane-1,4-dione ClC=1C(=NC=CC1)C(CCC(=O)C1=CC2=C(OCCO2)C=C1)=O